C(C)C1(CN2CCC1CC2)NC(=O)NC(C)(C#CC2=CC=C(C=C2)CCOC)C 1-(3-Ethylquinuclidin-3-yl)-3-(4-(4-(2-methoxyethyl)phenyl)-2-methylbut-3-yn-2-yl)urea